The molecule is a member of the class of benzyl alcohols resulting from the formal reduction of the aldehyde group of pyriculol. Produced by the rice blast fungus Magnaporthe oryzae. It has a role as a fungal metabolite. It is a heptaketide, a tetrol, a secondary allylic alcohol, a homoallylic alcohol, a member of benzyl alcohols and a member of phenols. It derives from a pyriculol. C/C=C/[C@@H]([C@@H](/C=C/C1=C(C(=CC=C1)O)CO)O)O